C1N(CCC2=CC=NC=C12)CC1=CC(=C2CN(C(C2=C1)=O)C1=CC(=CC=C1)C1(COC1)CC1=NN=CN1C)C(F)(F)F 6-((3,4-dihydro-2,7-naphthyridin-2(1H)-yl)methyl)-2-(3-(3-((4-methyl-4H-1,2,4-triazol-3-yl)methyl)oxetan-3-yl)phenyl)-4-(trifluoromethyl)isoindolin-1-one